C1(=CC=CC=C1)C=1N=C(N2C1C=CC=C2)C2=NC1=CC=CC=C1N=C2 2-(1-phenylimidazo[1,5-a]pyridin-3-yl)quinoxaline